N-((2-(6-(3-hydroxy-3-methylpyrrolidin-1-yl)pyridin-2-yl)-1,6-naphthyridin-7-yl)methyl)-4-methyl-3-(methylsulfonyl)benzamide OC1(CN(CC1)C1=CC=CC(=N1)C1=NC2=CC(=NC=C2C=C1)CNC(C1=CC(=C(C=C1)C)S(=O)(=O)C)=O)C